6-(PYRIDIN-3-YL)-1H-INDOLE-3-CARBALDEHYDE N1=CC(=CC=C1)C1=CC=C2C(=CNC2=C1)C=O